ClC1=CC2=C(SC(C(N2)=O)CC(=O)NC2=CNC(C=C2C)=O)C=C1 2-(6-chloro-3-oxo-3,4-dihydro-2H-benzo[b][1,4]thiazin-2-yl)-N-(4-methyl-6-oxo-1,6-dihydropyridin-3-yl)acetamide